1-(3-Chlorophenyl)-N-(cyclopropylmethyl)-6-(6-ethyl-5,6,7,8-tetrahydro-2,6-naphthyridin-3-yl)-7-oxo-4,5,6,7-tetrahydro-1H-pyrazolo[3,4-c]pyridine-3-carboxamide ClC=1C=C(C=CC1)N1N=C(C2=C1C(N(CC2)C=2N=CC=1CCN(CC1C2)CC)=O)C(=O)NCC2CC2